((3-(3,6-dihydro-2H-pyran-4-yl)-2-(2,2,2-trifluoroethoxy)phenyl)amino)-N-(methylsulfonyl)pyrazine-2-carboxamide O1CCC(=CC1)C=1C(=C(C=CC1)NC=1C(=NC=CN1)C(=O)NS(=O)(=O)C)OCC(F)(F)F